CC1(C2=CC=C(C=C2C=2C=CC=CC12)C=1C=NC=CC1)C 9,9-dimethyl-6-(pyridin-3-yl)-9H-fluoren